1-((tertbutoxycarbonyl)amino)cyclopropane-1-carboxylic acid C(C)(C)(C)OC(=O)NC1(CC1)C(=O)O